COC1=CC(=CC=C1OC)[N+](=O)[O-] 4,5-dimethoxy-2-nitrobenzene